glycerol triformate C(=O)OCC(OC=O)COC=O